(S)-5-(5-bromo-1,2,3,4-tetrahydronaphthalene-1-yl)amino-3-methoxypyrazine BrC1=C2CCC[C@@H](C2=CC=C1)NC=1N=C(C=NC1)OC